C(#N)N1CCN(CC1)C(=O)C1=CC=C(N=N1)C#CCN(C(=O)[C@H]1N(C(NC1)=O)C1=NC(=CC(=C1)C(F)(F)F)C)C1=CC=C(C=C1)F (S)-N-(3-(6-(4-cyanopiperazine-1-carbonyl)pyridazin-3-yl)prop-2-yn-1-yl)-N-(4-fluorophenyl)-3-(6-methyl-4-(trifluoromethyl)pyridin-2-yl)-2-oxoimidazolidine-4-carboxamide